NC1C(CN(CC1)C(=O)OC(C)(C)C)OC1=NC(=NC(=C1)C1=C(C=CC=C1C)C)NS(=O)(=O)C=1C=C(C(=O)O)C=CC1 3-[[4-[(4-amino-1-tert-butoxycarbonyl-3-piperidyl)oxy]-6-(2,6-dimethylphenyl)pyrimidin-2-yl]sulfamoyl]benzoic acid